4-((2S,5R)-2,5-dimethylpiperazin-1-yl)-7-(4-fluoropyridin-2-yl)-5-methyl-7H-pyrrolo[2,3-d]pyrimidine C[C@@H]1N(C[C@H](NC1)C)C=1C2=C(N=CN1)N(C=C2C)C2=NC=CC(=C2)F